BrCC(=O)C1=C(C=CC=C1)COC 2-bromo-1-(2-(methoxymethyl)phenyl)ethan-1-one